O.O.O.C(CCCCCCC)(=O)O n-octanoic acid trihydrate